6-(Cyclopropanecarboxamido)-4-((4-methoxy-3-propylpyrazolo[1,5-a]pyridin-5-yl)amino)-N-(methyl-d3)nicotinamide C1(CC1)C(=O)NC1=NC=C(C(=O)NC([2H])([2H])[2H])C(=C1)NC1=C(C=2N(C=C1)N=CC2CCC)OC